FC(C(=O)O)(F)F.CN(C=1SC=2N=C(SC2N1)C=1N=CC(=C2C1NC=C2)C=2C=NNC2)[C@@H]2C[C@@H](NCC2)C N-methyl-N-[(2S,4S)-2-methylpiperidin-4-yl]-5-[4-(1H-pyrazol-4-yl)-1H-pyrrolo[2,3-c]pyridin-7-yl][1,3]thiazolo[5,4-d][1,3]thiazol-2-amine trifluoroacetate